C(C(C)(C)C)(=O)NNC(=O)C1CC(CC1)C(=O)O 3-(2-pivaloylhydrazine-1-carbonyl)cyclopentane-1-carboxylic acid